C(C)OC(=O)C=1N(N=C2C1CN(CC2)C(=O)OC(C)(C)C)CC(=C)CCl (2-(chloromethyl)allyl)-6,7-dihydro-2H-pyrazolo[4,3-c]Pyridine-3,5(4H)-bisCarboxylic acid 5-tert-butyl 3-ethyl ester